C1CCC2=C(C=3CCCC3C=C12)NC(=O)N=[S@](=O)(N)C1=CC=C(C=C1)CNCCOC (R)-N'-((1,2,3,5,6,7-hexahydro-s-indacen-4-yl)carbamoyl)-4-(((2-methoxyethyl)amino)-methyl)benzenesulfonimidamide